C(N)(=N)C=1C=C(SC1)[C@@H](C)NC(=O)[C@H]1N(C[C@@H](C1)C(F)(F)F)C(CNC(=O)C=1C=CC=2C(C3=CC=CC=C3C2C1)(F)F)=O (2S,4R)-N-((R)-1-(4-carbamimidoylthiophen-2-yl)ethyl)-1-((9,9-difluoro-9H-fluorene-3-carbonyl)glycyl)-4-(trifluoromethyl)pyrrolidine-2-carboxamide